C(C)(=O)OI1(OC(C2=C1C=CC=C2)=O)(OC(C)=O)OC(C)=O 1,1,1-triacetoxy-1lambda5,2-benziodoxol-3(1H)-one